CSC=1N(C=CN1)CN1C(CC(C1)CCC)=O 1-{[2-(methylthio)-1H-imidazol-1-yl]methyl}-4-propylpyrrolidin-2-one